N-(2-fluoro-4-(trifluoromethyl)benzyl)isothiazol-4-amine FC1=C(CNC=2C=NSC2)C=CC(=C1)C(F)(F)F